(2R,4S,5S)-2-((S)-1-(4-fluorophenyl)-1,2,3,4-tetrahydroisoquinoline-2-carbonyl)-5-(2,2,2-trifluoroethoxy)tetrahydro-2H-pyran-4-yl methanesulfonate CS(=O)(=O)O[C@H]1C[C@@H](OC[C@@H]1OCC(F)(F)F)C(=O)N1[C@H](C2=CC=CC=C2CC1)C1=CC=C(C=C1)F